6-chloro-4-(2,7-dimethyl-9-anthracenyl)-5-hydroxy-2-methyl-3(2H)-pyridazinone ClC=1C(=C(C(N(N1)C)=O)C=1C2=CC(=CC=C2C=C2C=CC(=CC12)C)C)O